3-(3-amino-2-chloro-6-fluorophenoxy)-2-methyl-6-nitrobenzoic acid NC=1C(=C(OC=2C(=C(C(=O)O)C(=CC2)[N+](=O)[O-])C)C(=CC1)F)Cl